tert-butyl (3S,4S)-4-[[6-iodo-1-(2,2,2-trifluoroethyl)benzimidazole-4-carbonyl] amino]-3-methyl-piperidine-1-carboxylate IC=1C=C(C2=C(N(C=N2)CC(F)(F)F)C1)C(=O)N[C@@H]1[C@H](CN(CC1)C(=O)OC(C)(C)C)C